FC1=C(C=CC(=C1)F)C1=CC(=C(C=C1)OC)NC1=NC=NC2=CC(=C(C=C12)NC(C=C)=O)N1CCC(CC1)N1CCOCC1 N-(4-((2',4'-difluoro-4-methoxy-[1,1'-biphenyl]-3-yl)amino)-7-(4-morpholinopiperidine-1-yl)quinazoline-6-yl)acrylamide